Cl.FC1=CC(=CC2=CN(N=C12)C)C1=CC2=C(C=N1)N=C(S2)NC2CC(N(C(C2)(C)C)C)(C)C 6-(7-fluoro-2-methyl-2H-indazol-5-yl)-N-(1,2,2,6,6-pentamethylpiperidin-4-yl)[1,3]thiazolo[4,5-c]pyridin-2-amine hydrochloride